C(C)[N+](S(=O)(=O)NC(OC)=O)(CC)CC Methyl N-(triethylammoniumsulfonyl)carbamate